CS(=O)(=O)C1=CC=C2CCCC(C2=C1)O 7-(methylsulfonyl)-1,2,3,4-tetrahydronaphthalen-1-ol